N-[3-[2,5-bis(difluoromethoxy)phenyl]-1H-pyrazol-4-yl]Pyrazolo[1,5-a]Pyrimidine-3-carboxamide FC(OC1=C(C=C(C=C1)OC(F)F)C1=NNC=C1NC(=O)C=1C=NN2C1N=CC=C2)F